tert-butyl (2S,4R)-2-((1H-1,2,3-triazol-1-yl) methyl)-4-(5-(2-methoxyphenyl) oxazole-2-carboxamido)pyrrolidine-1-carboxylate N1(N=NC=C1)C[C@H]1N(C[C@@H](C1)NC(=O)C=1OC(=CN1)C1=C(C=CC=C1)OC)C(=O)OC(C)(C)C